4,4-dihydroxy-8-[(1-L-threonylazetidin-3-yl)oxy]-5-oxa-4-boranuidabicyclo[4.4.0]deca-1(6),7,9-triene O[B-]1(CCC=2C=CC(=CC2O1)OC1CN(C1)C([C@@H](N)[C@H](O)C)=O)O